N-(3-chloro-4-(4-(trifluoromethyl)-2H-1,2,3-triazol-2-yl)phenyl)acrylamide ClC=1C=C(C=CC1N1N=CC(=N1)C(F)(F)F)NC(C=C)=O